[C@H](C)(CC)[C@@H]1N(CC2=C(NC1=O)C=CC=C2)C(=O)C2=CC=C1C(=N2)C=C(N1)C(=O)N 5-((S)-3-((S)-sec-butyl)-2-oxo-2,3,4,5-tetrahydro-1H-benzo[e][1,4]diazepine-4-carbonyl)-1H-pyrrolo[3,2-b]pyridine-2-carboxamide